tert-butyl (3R)-3-[4-(3-cyano-4-hydroxy-pyrazolo[1,5-a]pyridin-6-yl)-5-methyl-pyrazol-1-yl]pyrrolidine-1-carboxylate C(#N)C=1C=NN2C1C(=CC(=C2)C=2C=NN(C2C)[C@H]2CN(CC2)C(=O)OC(C)(C)C)O